O.OC1=CC=CC=2NN=NC21 hydroxybenzotriazole monohydrate